S1CNCC=C1 3,4-Dihydro-2H-1,3-thiazin